COCOC1=C(C=CC(=C1)C(F)(F)F)C1=NN=C(C2=CC=CC=C12)CC1CN(CCC1)C(=O)OC(C)(C)C tert-butyl 3-[[4-[2-(methoxymethoxy)-4-(trifluoromethyl)phenyl]phthalazin-1-yl]methyl]piperidine-1-carboxylate